C(C1=CC=CC=C1)N(C[C@H](O)C=1C=NC=C(C1)F)CC1CCC(CC1)OC (R)-2-(benzyl-(((1s,4S)-4-methoxycyclohexyl)methyl)amino)-1-(5-fluoropyridin-3-yl)ethan-1-ol